4-BROMO-2-[(2,4-DIMETHOXYPHENYL)METHYLAMINO]-6-FLUOROBENZOATE BrC1=CC(=C(C(=O)[O-])C(=C1)F)NCC1=C(C=C(C=C1)OC)OC